rac-2-(phenylsulfonyl)-3-phenyloxaziridine C1(=CC=CC=C1)S(=O)(=O)N1OC1C1=CC=CC=C1